[Si]([O-])([O-])([O-])[O-].[Pb+2].[Cu+2] copper lead silicate